benzyl (S)-7-(4-fluorobenzyl)-2-methyl-6-((((S)-tetrahydrofuran-3-yl)methyl)carbamoyl)-2,3-dihydro-1H-pyrido[2,3-b][1,4]oxazine-1-carboxylate FC1=CC=C(CC2=CC3=C(OC[C@@H](N3C(=O)OCC3=CC=CC=C3)C)N=C2C(NC[C@H]2COCC2)=O)C=C1